2-((4-chloro-2-fluorobenzyl)oxy)-6-(piperidin-4-yl)pyridine HCl salt Cl.ClC1=CC(=C(COC2=NC(=CC=C2)C2CCNCC2)C=C1)F